6-(3-methoxy-7,8-dimethyl-[1,2,4]triazolo[4,3-b]pyridazin-6-yl)-3-(trifluoromethyl)-5,6,7,8-tetrahydro-1,6-naphthyridine COC1=NN=C2N1N=C(C(=C2C)C)N2CC=1C=C(C=NC1CC2)C(F)(F)F